3-(5-methoxypyridin-2-yl)-N-(5-(trifluoromethyl)pyridin-2-yl)-1,2,4-thiadiazol-5-amine COC=1C=CC(=NC1)C1=NSC(=N1)NC1=NC=C(C=C1)C(F)(F)F